N-{(4aR,6R)-2-[4-(2,6-difluorophenyl)-5-fluoro-1,2-benzoxazol-3-yl]-5,5-difluoro-1-oxooctahydropyrrolo[1,2-c]pyrimidin-6-yl}methanesulfonamide FC1=C(C(=CC=C1)F)C1=C(C=CC2=C1C(=NO2)N2C(N1[C@H](CC2)C([C@@H](C1)NS(=O)(=O)C)(F)F)=O)F